chlorine potassium dihydrogen phosphate P(=O)(O)(O)[O-].[K+].[Cl+].P(=O)(O)(O)[O-]